8,8-dimethyl-4-((S)-2-(methylamino)-propanethioamido)-5-oxooctahydropyrrolo-[2,1-b][1,3]thiazepine CC1(CC2SCCC(C(N2C1)=O)NC([C@H](C)NC)=S)C